N,N-dimethyl-4-{[4-({2-methyl-6-[(methylsulfonyl)amino]benzyl}amino)-5-(trifluoromethyl)pyrimidin-2-yl]amino}benzamide CN(C(C1=CC=C(C=C1)NC1=NC=C(C(=N1)NCC1=C(C=CC=C1NS(=O)(=O)C)C)C(F)(F)F)=O)C